3-bromo-2-chloro-5-((3,3-difluoro-4-(4-fluorophenyl)-4-((triethylsilyl)oxy)pentyl)oxy)-pyrazine BrC=1C(=NC=C(N1)OCCC(C(C)(O[Si](CC)(CC)CC)C1=CC=C(C=C1)F)(F)F)Cl